5-nitro-N-(2,2,2-trifluoro-1-phenylethyl)pyridin-2-amine [N+](=O)([O-])C=1C=CC(=NC1)NC(C(F)(F)F)C1=CC=CC=C1